N1CCC(CC1)CCC(=O)N1CCC(CC1)NC(OCC1=CC=CC=C1)=O benzyl (1-(3-(piperidin-4-yl)propanoyl)piperidin-4-yl)carbamate